thiopheneformamidine iodide salt [I-].S1C(=CC=C1)C(=N)N